4-Methoxyphenyl 3,6-di-O-benzyl-2-deoxy-2-(1,3-dioxo-1,3-dihydro-2H-isoindol-2-yl)-4-O-β-D-galactopyranosyl-β-D-glucopyranoside C(C1=CC=CC=C1)O[C@@H]1[C@H]([C@H](OC2=CC=C(C=C2)OC)O[C@@H]([C@H]1O[C@H]1[C@H](O)[C@@H](O)[C@@H](O)[C@H](O1)CO)COCC1=CC=CC=C1)N1C(C2=CC=CC=C2C1=O)=O